C1(=CC=CC=C1)C(C(C(=O)C1=CC=CC=C1)=O)=O 1,3-diphenyl-propanetrione